(7α,17β)-7-[9-[(4,4,5,5,5-pentafluoropentyl)sulfinyl]nonyl]-estra-1,3,5(10)-trien-17-ol FC(CCCS(=O)CCCCCCCCC[C@H]1[C@H]2[C@@H]3CC[C@@H]([C@@]3(C)CC[C@@H]2C=2C=CC=CC2C1)O)(C(F)(F)F)F